C(C)C1=C2C(CCOC2=CC(=C1)OC(C1=CC=C(C#N)C=C1)C1=CC=NC=C1)=O 4-(((5-ethyl-4-oxochroman-7-yl)oxy)(pyridin-4-yl)methyl)benzonitrile